ClC1=C(OC2=NC=C(C=C2C(=O)NC2=CC(=CC=C2)S(=O)(=O)C)C(F)(F)F)C=CC(=C1)OC 2-(2-chloro-4-methoxy-phenoxy)-N-(3-methylsulfonylphenyl)-5-(trifluoromethyl)pyridine-3-carboxamide